3-[1,4-dimethyl-7-(trifluoromethoxy)-1H-benzotriazol-5-yl]propanoate CN1N=NC2=C1C(=CC(=C2C)CCC(=O)[O-])OC(F)(F)F